OC(CNC(NC=1C=C2C(=C(C(=NC2=CC1)C1=CC=CC=C1)C1=CC=CC=C1)C(=O)NC)=O)CC 6-(3-(2-hydroxybutyl)ureido)-N-methyl-2,3-diphenylquinoline-4-carboxamide